3-(4-bromophenyl)sulfonyl-1,3-dimethyl-azetidine BrC1=CC=C(C=C1)S(=O)(=O)C1(CN(C1)C)C